1-{2-fluoro-4-[4-({[5-(trifluoromethyl)pyridin-3-yl]methyl}carbamoyl)-1H-1,2,3-triazol-1-yl]butyl}-N-{[4-(trifluoromethyl)pyridin-2-yl]methyl}-1H-1,2,3-triazole-4-carboxamide FC(CN1N=NC(=C1)C(=O)NCC1=NC=CC(=C1)C(F)(F)F)CCN1N=NC(=C1)C(NCC=1C=NC=C(C1)C(F)(F)F)=O